C[C@H](CCCCCC)CCCCCCCCCCCCCCCCCC (R)-7-Methylpentacosane